(2R,3R)-1-benzyl-2-methylpyrrolidin C(C1=CC=CC=C1)N1[C@@H](CCC1)C